1-(4-(5-(3-amino-6-(4-(isopropylsulphonyl)phenyl)pyrazin-2-yl)isoxazol-3-yl)benzyl)guanidine trans-tert-Butyl-N-[3-(hydroxymethyl)piperidin-4-yl]carbamate C(C)(C)(C)N(C(O)=O)[C@H]1[C@@H](CNCC1)CO.NC=1C(=NC(=CN1)C1=CC=C(C=C1)S(=O)(=O)C(C)C)C1=CC(=NO1)C1=CC=C(CNC(=N)N)C=C1